ClC1=C(C2=CC=CC(=C2C=C1)C1CC1)N 2-Chloro-5-cyclopropylnaphthalene-1-amine